(R)-2-((3,5-dicyano-4-ethyl-6-(4-(2-hydroxyethyl)-1,4-diazepan-1-yl)pyridin-2-yl)amino)-2-phenylacetamide C(#N)C=1C(=NC(=C(C1CC)C#N)N1CCN(CCC1)CCO)N[C@@H](C(=O)N)C1=CC=CC=C1